2-(2-methoxyethoxy)ethyl acrylate C(C=C)(=O)OCCOCCOC